(3S,4R)-4-(2-(2-chlorophenyl)-5-hydroxy-7-((3-methoxypropanoyl)oxy)-4-oxo-4H-chromen-8-yl)-1-methylpiperidin-3-yl 3-methoxypropanoate COCCC(=O)O[C@@H]1CN(CC[C@@H]1C=1C(=CC(=C2C(C=C(OC12)C1=C(C=CC=C1)Cl)=O)O)OC(CCOC)=O)C